methyl 2-[(1S,4S,5R)-5-[[4-cyclopropyl-1-(2,6-dichlorophenyl)-1H-pyrazol-5-yl]methoxy]-2-azabicyclo[2.2.1]heptan-2-yl]-4-(oxan-4-yl)-1,3-benzothiazole-6-carboxylate C1(CC1)C=1C=NN(C1CO[C@H]1[C@@H]2CN([C@H](C1)C2)C=2SC1=C(N2)C(=CC(=C1)C(=O)OC)C1CCOCC1)C1=C(C=CC=C1Cl)Cl